3-nitro-5-phenyl-1H-pyrrolo[2,3-c]pyridine [N+](=O)([O-])C1=CNC2=CN=C(C=C21)C2=CC=CC=C2